FC1=C(C(=O)N(C2=NC=CC3=CC(=CC=C23)C2=NC=CC=C2)[C@H]2CN(CCC2)C(=O)OC(C)(C)C)C=CC(=C1)C=1N=NN(C1)C tert-butyl (R)-3-(2-fluoro-4-(1-methyl-1H-1,2,3-triazol-4-yl)-N-(6-(pyridin-2-yl)isoquinolin-1-yl)benzamido)piperidine-1-carboxylate